C1(CC1)C1=NC2=C(N1CC1=C(C(=CC=C1)OC)OC)C=CC(=C2)C(=O)NCC2=CC=C(C=C2)S(=O)(=O)CC 2-cyclopropyl-1-(2,3-dimethoxybenzyl)-N-(4-(ethylsulfonyl)benzyl)-1H-benzo[d]imidazole-5-carboxamide